(2S,4'R,8'R)-alpha-tocopherol CC1=C(C2=C(CC[C@](O2)(C)CCC[C@H](C)CCC[C@H](C)CCCC(C)C)C(=C1O)C)C